dimethyl-(4-difluoromethoxyphenyl)silane C[SiH](C1=CC=C(C=C1)OC(F)F)C